4-(3-(trifluoromethoxy)benzyl)piperazine-1-carboxylate FC(OC=1C=C(CN2CCN(CC2)C(=O)[O-])C=CC1)(F)F